C(C)(C)(C)OC(=O)C=1CCC=NC1 Pyridine-5(4H)-carboxylic acid tert-butyl ester